6-(4-methoxybenzylamino)-9-β-D-arabinofuranosylpurine COC1=CC=C(CNC2=C3N=CN(C3=NC=N2)[C@H]2[C@@H](O)[C@H](O)[C@H](O2)CO)C=C1